N[C@@H](CCC(=O)[O-])C(=O)OC(CCCCCCCCCCCCCCCCC)=O.[Na+].[Na+].C(CCCCCCCCCCCCCCCCC)(=O)OC([C@@H](N)CCC(=O)[O-])=O Disodium Stearoyl Glutamate